C(C)(C)(C)OC(=O)NCC(CC(=O)OCC)C1=CC(=CC=C1)CC(C)C Ethyl 4-((Tert-Butoxycarbonyl)Amino)-3-(3-Isobutylphenyl)Butanoate